C(C)C1C(=NN(C1C(=O)O)C1=NC=CC=C1Cl)OC1CSC1.ClC=1C(=NC=CC1)N1N=C(CC1C(=O)O)CCOC1=CSC1 1-(3-chloropyridin-2-yl)-3-(thietin-3-yloxy)Ethyl-4,5-dihydro-1H-pyrazole-5-carboxylate (Ethyl 1-(3-chloropyridin-2-yl)-3-(thietan-3-yloxy)-4,5-dihydro-1H-pyrazole-5-carboxylate)